CN(CCNC(=O)C=1C=CC2=C(N=C(S2)CNC(=O)C2(CC3=CC=CC=C3C2)CC(=O)O)C1)C 2-[2-[[5-[2-(dimethylamino)ethylcarbamoyl]-1,3-benzothiazol-2-yl]methylcarbamoyl]indan-2-yl]acetic acid